ClC1=CC(=C(N=N1)C(NC)=O)NC1CN(CCCC1)C(=O)OC(C)(C)C tert-butyl 3-(6-chloro-3-(methylcarbamoyl)pyridazin-4-ylamino)azepane-1-carboxylate